C(C1=CC=CC=C1)OCC1=CC=CC(=N1)CO (6-((benzyloxy)methyl)pyridin-2-yl)methanol